3-((R)-3-((S)-3-(3-(Cyclopropylsulfonyl)phenoxy)-2-hydroxypropylamino)-1-oxa-8-azaspiro[4.5]decan-8-ylsulfonyl)-7-fluorochinolin-4-ol C1(CC1)S(=O)(=O)C=1C=C(OC[C@H](CN[C@H]2COC3(C2)CCN(CC3)S(=O)(=O)C=3C=NC2=CC(=CC=C2C3O)F)O)C=CC1